N[C@@H](C(C1CC1)C1CC1)C=1N=C2N(N=CC(=C2)CC2(C(NC[C@H](C2)C(F)(F)F)=O)C(=O)OC)C1 methyl (5S)-3-((2-((S)-1-amino-2,2-dicyclopropylethyl)imidazo[1,2-b]pyridazin-7-yl)methyl)-2-oxo-5-(trifluoromethyl)piperidine-3-carboxylate